FC(OC=1C=C2C=NC=NC2=CC1)(F)F 6-(trifluoromethoxy)quinazolin